(S)-5-methoxy-2,3-dihydro-1H-inden-1-amine COC=1C=C2CC[C@@H](C2=CC1)N